tert-butyl 2-[4-chloro-3-(2,4-dioxo-1,3-diazinan-1-yl)benzoyl]-5,5-difluoro-2,7-diazaspiro[3.5]nonane-7-carboxylate ClC1=C(C=C(C(=O)N2CC3(C2)C(CN(CC3)C(=O)OC(C)(C)C)(F)F)C=C1)N1C(NC(CC1)=O)=O